FC1=C(C#N)C=CC(=C1)C=1N=C(N(C(C1C=1C=NC(=CC1)OC)=O)C)N1CCC(CC1)NC 2-fluoro-4-[5-(6-methoxy-pyridin-3-yl)-1-methyl-2-(4-methylamino-piperidin-1-yl)-6-oxo-1,6-dihydro-pyrimidin-4-yl]-benzonitrile